N1[C@H](CC1)COC=1C=NC=CC1C1=C(C2=NC=CC=C2N1)C1=CC=CC=C1 |r| (RS)-2-(3-(azetidin-2-ylmethoxy)pyridin-4-yl)-3-phenyl-1H-pyrrolo[3,2-b]pyridine